5-iodopyrimidin-4-amine IC=1C(=NC=NC1)N